ClC1=NN(C2=CC=C(C=C12)COC1=CC=C2C=C(COC2=C1)CN1C[C@H](CCC1)C(=O)OCC)C(C)C ethyl (S)-1-[7-(3-chloro-1-isopropyl-1H-indazol-5-ylmethoxy)-2H-chromen-3-ylmethyl]-piperidine-3-carboxylate